O=C(CCNC=1N=[N+](C2=C([N+]1[O-])C=CC(=C2)OC(F)(F)F)[O-])OC2CN(CC2)CC(F)(F)F 3-((3-oxo-3-((1-(2,2,2-trifluoroethyl)pyrrolidin-3-yl)oxy)propyl)amino)-7-(Trifluoromethoxy)benzo[e][1,2,4]triazine-1,4-dioxide